ClC=1N=C(C2=C(N1)CCC2)C 2-chloro-4-methyl-6,7-dihydro-5H-cyclopenta[d]pyrimidine